2-(4-cyano-2-isopropyl-6-(2-(2-methyl-2-(4-sulfamoyl-1H-pyrazol-1-yl)propoxy)pyridin-4-yl)phenyl)acetic acid C(#N)C1=CC(=C(C(=C1)C1=CC(=NC=C1)OCC(C)(N1N=CC(=C1)S(N)(=O)=O)C)CC(=O)O)C(C)C